O=C1CC2(C1)CC1(CCN(CC1)C(=O)OCC1=CC=CC=C1)C2 benzyl 2-oxo-9-azadispiro[3.1.56.14]dodecane-9-carboxylate